(S)-8-(5-chloro-3-fluoro-pyridin-2-yl)-5-(1-(4-chlorophenyl)ethyl)-N-methyl-6,9-dioxo-2,5,8-triazaspiro[3.5]nonane-2-carboxamide ClC=1C=C(C(=NC1)N1CC(N(C2(CN(C2)C(=O)NC)C1=O)[C@@H](C)C1=CC=C(C=C1)Cl)=O)F